4-[6-[(1,1-Dimethylethyl)sulfonyl]-7-ethoxyimidazo[1,2-a]pyridin-3-yl]-6-fluoro-N-[(4-methoxyphenyl)methyl]-2-pyridinamine CC(C)(C)S(=O)(=O)C=1C(=CC=2N(C1)C(=CN2)C2=CC(=NC(=C2)F)NCC2=CC=C(C=C2)OC)OCC